N-dimethylaminoethyl-formamide CN(C)CCNC=O